(R)-(1-(3-(4-cyanophenyl)-2-(p-tolyl)quinoxalin-6-yl)pyrrolidin-3-yl)carbamic acid tert-butyl ester C(C)(C)(C)OC(N[C@H]1CN(CC1)C=1C=C2N=C(C(=NC2=CC1)C1=CC=C(C=C1)C)C1=CC=C(C=C1)C#N)=O